FC(OC=1C(=NC=CC1)CC(=O)[O-])F (3-(difluoromethoxy)pyridin-2-yl)acetate